2,2,2-trifluoro-N-(2-(3-hydroxypropan-1-yn-1-yl)-6-nitro-4-(pyridin-3-yl)phenyl)acetamide (3,4-epoxy-6-methylcyclohexyl)methyl-3,4-epoxy-6-methylcyclohexanecarboxylate CC1CC2C(CC1COC(=O)C1CC3C(CC1C)O3)O2.FC(C(=O)NC2=C(C=C(C=C2[N+](=O)[O-])C=2C=NC=CC2)C#CCO)(F)F